butylpyridinium 3-hydroxypropanesulfonate OCCCS(=O)(=O)[O-].C(CCC)[N+]1=CC=CC=C1